COC1=CC=C(CN2CC=3N(CC2)N=C(C3C(F)(F)F)CO)C=C1 (5-(4-methoxybenzyl)-3-(trifluoromethyl)-4,5,6,7-tetrahydropyrazolo[1,5-a]pyrazin-2-yl)methanol